6-fluoro-3,4-dihydro-2H-1,4-benzoxazine FC=1C=CC2=C(NCCO2)C1